N(=[N+]=[N-])CC=1C=C2C=CC(=CC2=CC1)C(C)=O 1-(6-(azidomethyl)naphthalen-2-yl)ethan-1-one